3-amino-5-dimethoxyMethyl-benzisothiazole NC1=NSC2=C1C=C(C=C2)C(OC)OC